sodium 1,2-benzisothiazolin-3-one S1NC(C2=C1C=CC=C2)=O.[Na]